2-(2,6-dimethylpiperidin-4-yl)-6-(2-methyl-2H-indazol-5-yl)-1,3-benzothiazole CC1NC(CC(C1)C=1SC2=C(N1)C=CC(=C2)C2=CC1=CN(N=C1C=C2)C)C